3a-Methyl-6-(trifluoromethyl)-2,3,3a,4-tetrahydro-1H-cyclopenta[b]quinoline CC12NC=3C=C(C=CC3C=C1CCC2)C(F)(F)F